FC(C1=CN=C(N=N1)N[C@@H]1C[C@H](CC1)NC1=NC=CC=C1N1CC2=NC=CC=C2C1=O)(F)F 6-(((1S,3S)-3-((6-(trifluoromethyl)-1,2,4-triazin-3-yl)amino)cyclopentylamino)pyridin-3-yl)-6,7-dihydro-5H-pyrrolo[3,4-b]pyridin-5-one